C1=C(C=CC2=CC=CC=C12)C1=CC=C(C=C1)NC1=CC=C(C=C1)C1=CC2=CC=CC=C2C=C1 Bis(4-naphthalene-2-yl-phenyl)-amine